6-oxo-3-(1H-pyrazol-1-yl)pyridazin O=C1C=CC(=NN1)N1N=CC=C1